FC1=C(C=CC(=C1)C(C)C1=NC(=NO1)C1=CC(=C(C=C1)C)[N+](=O)[O-])C1=CC=CC=C1 (1-(2-fluoro-[1,1'-biphenyl]-4-yl)ethyl)-3-(4-methyl-3-nitrophenyl)-1,2,4-oxadiazole